tert-butyl (S)-2-((4-methyl-3-((1-(7-(5-(pyrrolidin-1-ylmethyl)thiophen-2-yl)quinolin-5-yl)cyclopropyl)carbamoyl)phenoxy)methyl)azetidine-1-carboxylate CC1=C(C=C(OC[C@H]2N(CC2)C(=O)OC(C)(C)C)C=C1)C(NC1(CC1)C1=C2C=CC=NC2=CC(=C1)C=1SC(=CC1)CN1CCCC1)=O